1-(5-(6-chloro-7-fluoro-5-methoxy-1-methyl-3-(1H-pyrazol-4-yl)-1H-indol-2-yl)-4H-1,2,4-triazol-3-yl)-2-methoxy-N,N-dimethylethan-1-amine ClC1=C(C=C2C(=C(N(C2=C1F)C)C=1NC(=NN1)C(COC)N(C)C)C=1C=NNC1)OC